2-(3-Fluorophenyl)acetaldehyde FC=1C=C(C=CC1)CC=O